imidazo[4,5-c]pyridin N1C=NC=2C=NC=CC21